N-(2,5-dibromopyridin-3-yl)-N-methanesulfonyl-methanesulfonamide BrC1=NC=C(C=C1N(S(=O)(=O)C)S(=O)(=O)C)Br